C(C)(C)(C)C=1C=CC(=C(N)C1)N1C=CC=C1 5-(tert-butyl)-2-(1H-pyrrol-1-yl)aniline